tert-butyl (2-(2-(bromomethyl)-4-fluorophenoxy)butyl)carbamate BrCC1=C(OC(CNC(OC(C)(C)C)=O)CC)C=CC(=C1)F